3-((3-chlorophenyl)ethynyl)-1H-indazole ClC=1C=C(C=CC1)C#CC1=NNC2=CC=CC=C12